C(C)OC(=O)C1=CC=2C=3N(CCCC2S1)N=CC3 6,7-dihydro-5H-pyrazolo[1,5-a]thieno[3,2-c]azepine-9-carboxylic acid ethyl ester